(t-butylimino)tris(pyrrolidinyl)phosphine 2,6-diisopropylphenyl-4-oxo-4-((2-(piperazin-1-yl)ethyl)amino)butanoate C(C)(C)C1=C(C(=CC=C1)C(C)C)OC(CCC(NCCN1CCNCC1)=O)=O.C(C)(C)(C)N=P(N1CCCC1)(N1CCCC1)N1CCCC1